tert-butyl (±)-1-fluoro-5-methylene-6,7,8,9-tetrahydro-5H-6,9-epiminocyclohepta[c]pyridine-10-carboxylate FC1=NC=CC2=C1C1CCC(C2=C)N1C(=O)OC(C)(C)C